COC([C@@H](N(C)C(CCN(C)C(=O)OC(C)(C)C)=O)C(C)C)=O N-(3-((tert-butoxycarbonyl)(methyl)amino)propionyl)-N-methyl-L-valine methyl ester